COC1=NC=CC(=C1)NC(=O)NC1=C(C=CC=C1)CO 1-(2-methoxypyridin-4-yl)-3-(2-hydroxymethylphenyl)urea